C(=O)C1=CC(=NC=C1)OC1CC(C1)OC1CCN(CC1)C(=O)OC(C)(C)C tert-Butyl 4-[3-[(4-formyl-2-pyridyl)oxy] cyclobutoxy]piperidine-1-carboxylate